ClC(F)(F)Cl dichlorodi-fluoromethane